FC(C=1C=NC(=NC1)N1CCN(CC1)C(C=C([2H])[2H])=O)(F)F 1-(4-(5-(trifluoromethyl)pyrimidin-2-yl)piperazin-1-yl)prop-2-en-1-one-3,3-d2